CC1C(C(C1)C)O 2,4-dimethylcyclobutanol